2-(2-methyl-6-(trifluoromethyl)pyrimidin-4-yl)-6-(6-(1-(2,2,2-trifluoroethyl)-1H-pyrazol-5-yl)pyrazin-2-yl)-2,6-diazaspiro[3.4]octane CC1=NC(=CC(=N1)N1CC2(C1)CN(CC2)C2=NC(=CN=C2)C2=CC=NN2CC(F)(F)F)C(F)(F)F